[N+](=O)([O-])C=1C(=C(C(=C(C1)N(NN=N)C1=CC=CC=C1)[N+](=O)[O-])[N+](=O)[O-])[N+](=O)[O-] tetranitrodiphenyltetrazene